Cyclopropyl-{9-[methyl(7H-pyrrolo[2,3-d]pyrimidin-4-yl)amino]-3-azaspiro[5.5]undec-3-yl}-methanon C1(CC1)C(=O)N1CCC2(CC1)CCC(CC2)N(C=2C1=C(N=CN2)NC=C1)C